3-ethylaniline C(C)C=1C=C(N)C=CC1